ClC=1C=CC(=C(C1)CC(=O)NC1=CC(=NC=C1)C(=O)N[C@H]1[C@@H](CCC1)O)O 4-[[2-(5-Chloro-2-hydroxy-phenyl)acetyl]amino]-N-[(1R,2R)-2-hydroxycyclopentyl]pyridine-2-carboxamide